4-(4-amino-6-ethynyl-5-(quinolin-3-yl)-7H-pyrrolo[2,3-d]pyrimidin-7-yl)bicyclo[2.2.1]heptane-1-carbaldehyde NC=1C2=C(N=CN1)N(C(=C2C=2C=NC1=CC=CC=C1C2)C#C)C21CCC(CC2)(C1)C=O